(E)-1-(1,3-Dithian-2-yl)-3-(4-methoxyphenyl)-2-(4-(trifluoromethoxy)phenyl)prop-2-en-1-one S1C(SCCC1)C(\C(=C\C1=CC=C(C=C1)OC)\C1=CC=C(C=C1)OC(F)(F)F)=O